OCCN(CCN(CCO)CCO)CCO N,N,N',N'-Tetrakis-(2-hydroxyethyl)-ethylendiamin